6-Bromo-7-fluoro-indazol BrC1=CC=C2C=NNC2=C1F